2-(3-formyl-2,5-dimethyl-1H-pyrrol-1-yl)-5-methylthiophene-3-carboxamide C(=O)C1=C(N(C(=C1)C)C=1SC(=CC1C(=O)N)C)C